4-((5,6-dichloro-2,3-dihydro-1H-inden-2-yl)oxy)-1H-1,2,3-triazole-5-carboxylic acid 2,2,2-trifluoroacetate FC(C(=O)O)(F)F.ClC=1C=C2CC(CC2=CC1Cl)OC=1N=NNC1C(=O)O